FC(C1=CSC2=C1C=CC=C2)(F)F 3-(trifluoromethyl)benzothiophen